ClC(C(=O)OC)=C 1-methyl chloroacrylate